trans-isopropyl N-(4-(5-(2-(tert-butylsulfamoyl)-4-(4-pyridylmethylcarbamoylamino)phenyl)thiazol-2-yl)cyclohexyl)carbamate C(C)(C)(C)NS(=O)(=O)C1=C(C=CC(=C1)NC(NCC1=CC=NC=C1)=O)C1=CN=C(S1)[C@@H]1CC[C@H](CC1)NC(OC(C)C)=O